O=C1NC(CCC1N1C(N(C2=C1C=CC(=C2)N2C(CN(CC2)C(=O)OC(C)(C)C)=O)C)=O)=O tert-butyl 4-(1-(2,6-dioxopiperidin-3-yl)-3-methyl-2-oxo-2,3-dihydro-1H-benzo[d]imidazol-5-yl)-3-oxopiperazine-1-carboxylate